6-(methoxymethyl)-2,6,8-trimethyl-6,8-dihydro-3H-pyrrolo[3,2-g]quinazoline-4,7-dione COCC1(C(N(C2=C1C=C1C(NC(=NC1=C2)C)=O)C)=O)C